N-[2-(5-fluoro-2-methoxypyridin-3-yl)-1-methylpyrrolo[2,3-c]pyridin-5-yl]cyclopropane-1-carboxamide FC=1C=C(C(=NC1)OC)C1=CC=2C(=CN=C(C2)NC(=O)C2CC2)N1C